1-(6-chloropyridin-3-ylmethyl)-N-nitroimidazol-2-ylamine ClC1=CC=C(C=N1)CN1C(=NC=C1)N[N+](=O)[O-]